OC1=NN=NN1 5-hydroxytetrazole